(7-bromo-1-(2-((tert-butoxycarbonyl)oxy)-2-methylpropyl)-2-butyl-1H-imidazo[4,5-C]quinolin-4-yl)(tert-butoxycarbonyl)carbamic acid tert-butyl ester C(C)(C)(C)OC(N(C(=O)OC(C)(C)C)C1=NC=2C=C(C=CC2C2=C1N=C(N2CC(C)(C)OC(=O)OC(C)(C)C)CCCC)Br)=O